[2-[3-[tert-butyl(dimethyl)silyl]oxypropyl]-6-(trifluoromethyl)-4-pyridyl]boronic acid [Si](C)(C)(C(C)(C)C)OCCCC1=NC(=CC(=C1)B(O)O)C(F)(F)F